4-(4-ethylpiperazin-1-yl)phenylboronic acid C(C)N1CCN(CC1)C1=CC=C(C=C1)B(O)O